6-(4-(6-(2-(Benzylamino)-2-oxoethyl)pyridin-3-yl)phenoxy)-N-hydroxyhexanamide C(C1=CC=CC=C1)NC(CC1=CC=C(C=N1)C1=CC=C(OCCCCCC(=O)NO)C=C1)=O